bis(2,5-dioxopyrrolidin-1-yl) 4-((((9H-fluoren-9-yl)methoxy)carbonyl)amino)-4-(3-((2,5-dioxopyrrolidin-1-yl)oxy)-3-oxo propyl)heptanedioate C1=CC=CC=2C3=CC=CC=C3C(C12)COC(=O)NC(CCC(=O)ON1C(CCC1=O)=O)(CCC(=O)ON1C(CCC1=O)=O)CCC(=O)ON1C(CCC1=O)=O